3,3-dimethyltetrahydropyran-2-one CC1(C(OCCC1)=O)C